(3Z)-9,9-dibutoxy-3-nonen-1-ol C(CCC)OC(CCCC\C=C/CCO)OCCCC